FC(C(=CC(C(F)(F)F)(F)F)I)(F)F 1,1,1,4,4,5,5,5-octafluoro-2-iodopent-2-ene